3,3,3-Trifluoropropyl (2-((S)-1-(2,3-difluorobenzyl)-5-oxopyrrolidin-2-yl)acetyl)-L-valinate FC1=C(CN2[C@@H](CCC2=O)CC(=O)N[C@@H](C(C)C)C(=O)OCCC(F)(F)F)C=CC=C1F